C1CC12NCCN(C2)C=2C=C(C=1N(C(N=C(N1)C=1C=C(C=3N(C1)C=C(N3)C)F)=O)C2)C 7-{4,7-diazaspiro[2.5]octan-7-yl}-2-{8-fluoro-2-methylimidazo[1,2-a]pyridin-6-yl}-9-methyl-4H-pyrido[1,2-a][1,3,5]triazin-4-one